4,7-bis(5-thienyl)-2,1,3-benzothiadiazole S1C=CC=C1C1=CC=C(C2=NSN=C21)C2=CC=CS2